9,10-dimethyl-9-(p-tolyl)-9,10-dihydroacridine CC1(C2=CC=CC=C2N(C=2C=CC=CC12)C)C1=CC=C(C=C1)C